OC(CCOC1=C2C(=NC(=C1)C1=CNC3=CN=C(C=C31)NC(C)=O)C3(OCC2)COCC3)(C)C N-(3-(4'-(3-Hydroxy-3-methylbutoxy)-4,5,5',6'-tetrahydro-2H-spiro[furan-3,8'-pyrano[3,4-b]pyridin]-2'-yl)-1H-pyrrolo[2,3-c]pyridin-5-yl)acetamide